ClC1=C(C(=CC=C1)O)C1=C(C2=C(CN3[C@@H](CO2)CN(CC3)C(=O)OC(C)(C)C)C=C1C#C[Si](C)(C)C)C tert-butyl (12aR)-9-(2-chloro-6-hydroxyphenyl)-10-methyl-8-[(trimethylsilyl)ethynyl]-3,4,12,12a-tetrahydro-6H-pyrazino[2,1-c][1,4]benzoxazepine-2(1H)-carboxylate